FC(N1N=CC(=C1)C=1C=C(C=C(C1)C=1C=NN(C1)C)[C@@H](C)NC(C1=C(C=CC(=C1)OCCN(C)C)C)=O)F (R)-N-(1-(3-(1-(difluoromethyl)-1H-pyrazol-4-yl)-5-(1-methyl-1H-pyrazol-4-yl)phenyl)ethyl)-5-(2-(dimethylamino)ethoxy)-2-methylbenzamide